Octanedioic acid titanium salt [Ti+4].C(CCCCCCC(=O)[O-])(=O)[O-].C(CCCCCCC(=O)[O-])(=O)[O-]